tert-butyl (R)-((1-allyl-2-oxocyclopentyl)methyl)carbamate C(C=C)[C@@]1(C(CCC1)=O)CNC(OC(C)(C)C)=O